3-((hexyl-1,1-d2)oxy)-4-(1-(methyl-d3)-1,2,5,6-tetrahydropyridin-3-yl-6,6-d2)-1,2,5-thiadiazole C(CCCCC)([2H])([2H])OC1=NSN=C1C=1CN(C(CC1)([2H])[2H])C([2H])([2H])[2H]